BrC(C1=CC1)Br 1-bis-bromomethyl-cyclopropaneN